3-(((3-(4-(methylsulfonyl)phenyl)-1-phenyl-1H-pyrazol-4-yl)methyl)amino)isonicotinic acid CS(=O)(=O)C1=CC=C(C=C1)C1=NN(C=C1CNC1=C(C(=O)O)C=CN=C1)C1=CC=CC=C1